C(#N)CCCC(=O)O.C(C)(C)(C)C1=CC=C(C(=O)NC(NC2=CC=C(C=C2)NC(C2=CC=C(C=C2)C)=O)=S)C=C1 4-(tert-butyl)-N-((4-(4-methylbenzamido)Phenyl)thiocarbamoyl)benzamide 4-cyanobutanoate